N-(3-Cyano-5-((3,3-difluorocyclobutyl)methyl)-6,6-dimethyl-4,5,6,7-tetrahydrothieno[3,2-c]pyridin-2-yl)-2-(3-ethoxy-4-sulfamoylphenyl)-acetamid C(#N)C1=C(SC2=C1CN(C(C2)(C)C)CC2CC(C2)(F)F)NC(CC2=CC(=C(C=C2)S(N)(=O)=O)OCC)=O